BrC=1C(=NC=NC1)CC(C)=O 1-(5-bromopyrimidin-4-yl)propan-2-one